4-(2,6-dioxo-3-piperidyl)-2,3-dihydro-1,4-benzothiazin O=C1NC(CCC1N1CCSC2=C1C=CC=C2)=O